C[SiH2]N([SiH](N[SiH3])C)C 1,2,3-trimethyltrisilazane